17-cyclopropylmethyl-4,5α-epoxy-3,14-dihydroxymorphinan-6-one hydrochloride dihydrate O.O.Cl.C1(CC1)CN1[C@H]2[C@@]3(CCC([C@H]4[C@@]3(C=3C(=C(C=CC3C2)O)O4)CC1)=O)O